C(C1=CC=CC=C1)OC1=C(C(OC12CCC(CC2)OCCOCCOCCN2CCN(CC2)CCOCCOCC(=O)OC(C)(C)C)=O)C2=C(C=C(C=C2C)C)C tert-butyl 2-(2-(2-(4-(2-(2-(2-(((5r,8r)-4-(benzyloxy)-3-mesityl-2-oxo-1-oxaspiro[4.5]dec-3-en-8-yl)oxy)ethoxy)ethoxy)ethyl)piperazin-1-yl)ethoxy)ethoxy)acetate